FC=1C=C(C=CC1)C1=NC2=C(N1CCCC1=CC=CC=C1)C=CC=C2C(=O)N 2-(3-Fluorophenyl)-1-(3-phenylpropyl)-1H-benzo[d]imidazole-4-carboxamide